3-aminonaphthoic acid NC=1C=C(C2=CC=CC=C2C1)C(=O)O